((3-(pyridin-2-yl)propyl)azanediyl)bis(heptane-7,1-diyl) bis(4,4-bis(((Z)-oct-5-en-1-yl)oxy)butanoate) C(CCC\C=C/CC)OC(CCC(=O)OCCCCCCCN(CCCCCCCOC(CCC(OCCCC\C=C/CC)OCCCC\C=C/CC)=O)CCCC1=NC=CC=C1)OCCCC\C=C/CC